1-Isopropyl-3,3,5,7-tetramethyloctahydrobenzo[c]isoxazol-1-ium chlorid [Cl-].C(C)(C)[NH+]1OC(C2C1C(CC(C2)C)C)(C)C